N-benzoyl-3-methyl-5-oxo-1-phenyl-4,5-dihydro-1H-pyrazole-4-carboxamide C(C1=CC=CC=C1)(=O)NC(=O)C1C(=NN(C1=O)C1=CC=CC=C1)C